C(C)(C)(C)OC(N[C@@H]1CC[C@H](CC1)C#C)=O N-(trans-4-ethynylcyclohexyl)carbamic acid tert-butyl ester